C(C)(C)(C)OCCOC=1C=C(C=C(C1)OC)NC(C(=O)OC)C1=CC=C(C=C1)Cl methyl 2-((3-(2-(tert-butoxy)ethoxy)-5-methoxyphenyl)amino)-2-(4-chlorophenyl)-acetate